2-(2'-hydroxy-5-5-octylphenyl)benzotriazole OC1=C(C=C(C=C1)C(CCCC)CCC)N1N=C2C(=N1)C=CC=C2